FC1=C(C=C(C=C1)C=1C=NN(C1)C)CN (2-fluoro-5-(1-methyl-1H-pyrazol-4-yl)phenyl)methylamine